lithium-aluminium-nickel oxide [Ni]=O.[Al].[Li]